tert-butyl 1-(1,3-dioxoisoindolin-2-yl)(4-methoxybenzyl)carbamate O=C1N(C(C2=CC=CC=C12)=O)C1(CNC(OC(C)(C)C)=O)CC=C(C=C1)OC